S1CC=CC2=CC=CC=C12 Thianaphthalen